N-((1r,4r)-4-(4-acetylpiperazin-1-yl)cyclohexyl)-1-(4,4-difluorocyclohexyl)-3-methyl-1H-thieno[2,3-c]pyrazole-5-carboxamide C(C)(=O)N1CCN(CC1)C1CCC(CC1)NC(=O)C1=CC2=C(N(N=C2C)C2CCC(CC2)(F)F)S1